ClC=1C=C(C=C(C1)C)Br 3-chloro-5-methyl-bromobenzene